pyrazolo[3,4-d]pyrimidine-6-carboxylic acid N=1N=CC=2C1NC(=NC2)C(=O)O